C1(=CC=CC=C1)[Se]C[C@H](N)C(=O)O 3-(phenylseleno)-L-alanine